B(OC1=CC(=CC(=C1)C(F)(F)F)C(F)(F)F)([O-])[O-] [3,5-bis(trifluoromethyl)-phenyl] borate